N,N-bis[2-(dimethylamino)ethyl]terephthalamide CN(CCN(C(C1=CC=C(C(=O)N)C=C1)=O)CCN(C)C)C